NCC1=C(C=CC=C1)N1N=C(C=C1)NC(CC)=O N-(1-(2-(aminomethyl)phenyl)-1H-pyrazol-3-yl)propionamide